O(CCN1C(CCC1)=O)CCN1C(CCC1)=O 1,1'-(oxybis(ethane-2,1-diyl))bis(pyrrolidine-2-one)